C(N)(=N)C=1C=C(SC1)CNC(=O)[C@H]1N([C@H]2C[C@]2(C1)C)C(CNC(C1=NC=C(C=C1)OC1=CC=CC=C1)=O)=O (1S,3S,5S)-N-((4-carbamimidoylthiophen-2-yl)methyl)-5-methyl-2-((5-phenoxy-picolinoyl)glycyl)-2-azabicyclo[3.1.0]hexane-3-carboxamide